1-(3-(2,2,2-trifluoroethoxy)phenyl)ethan-1-ol FC(COC=1C=C(C=CC1)C(C)O)(F)F